2-[4-(3-bicyclo[3.1.0]hexanyl)-5-chloro-2-methyl-phenyl]-4,4,5,5-tetramethyl-1,3,2-dioxaborolane C12CC(CC2C1)C1=CC(=C(C=C1Cl)B1OC(C(O1)(C)C)(C)C)C